BrC=1C=CC2=C3N(N=C2C1)[C@@H](CN(C3)C3=C1C=CC=NC1=C(C=C3)C#N)C (R)-5-(8-bromo-4-methyl-3,4-dihydropyrazino[1,2-b]indazol-2(1H)-yl)quinoline-8-carbonitrile